N-(4-(4-amino-7-cyano-1-methyl-3-(4-((4-methylpyrimidin-2-yl)oxy)phenyl)-1H-pyrrolo[3,2-c]pyridin-2-yl)-3-fluorophenyl)-2-fluoroacrylamide NC1=NC=C(C2=C1C(=C(N2C)C2=C(C=C(C=C2)NC(C(=C)F)=O)F)C2=CC=C(C=C2)OC2=NC=CC(=N2)C)C#N